C(C)(C)C1=NC=CC=C1C1=NC=C2N(C(N(C2=N1)CC1=CC=C(C=C1)C=1N(C=C(N1)C(F)(F)F)C([2H])([2H])[2H])=O)C([2H])([2H])[2H] 2-(2-isopropylpyridin-3-yl)-7-(methyl-d3)-9-(4-(1-(methyl-d3)-4-(trifluoromethyl)-1H-imidazol-2-yl)benzyl)-7,9-dihydro-8H-purin-8-one